3-(2,5-dichloropyrimidin-4-yl)-6-methoxy-1H-indole ClC1=NC=C(C(=N1)C1=CNC2=CC(=CC=C12)OC)Cl